COC=1C=C(CCNC(N(CCCOC)CC2=C(C=C(C=C2OC)OC)\C=C\C2=CC=C(C=C2)CC(C)C)=O)C=CC1OC (E)-3-(3,4-dimethoxyphenethyl)-1-(2-(4-isobutylstyryl)-4,6-dimethoxybenzyl)-1-(3-methoxypropyl)urea